N-(5-(4-chlorophenoxy)-1,3,4-thiadiazol-2-yl)-3-(2-methoxyphenyl)isonicotinamide ClC1=CC=C(OC2=NN=C(S2)NC(C2=C(C=NC=C2)C2=C(C=CC=C2)OC)=O)C=C1